OCCCCCCOC1=CC=C(C(=O)OC2=CC=C(C=C2)OCCCCCCO)C=C1 4-((6-hydroxyhexyl)oxy)phenyl 4-((6-hydroxyhexyl)oxy)benzoate